6-{3-{3-[4-(4-Chlorothiazol-2-yl)-1H-1,2,3-triazol-1-yl]-3-deoxy-β-D-galactopyranosyl}-5-methyl-4H-1,2,4-triazol-4-yl}-2-methylbenzothiazole ClC=1N=C(SC1)C=1N=NN(C1)[C@@H]1[C@H]([C@@H](O[C@@H]([C@@H]1O)CO)C1=NN=C(N1C1=CC2=C(N=C(S2)C)C=C1)C)O